C(C1=CC=CC=C1)NC1=C(C(=C2N(C(CN(S2(=O)=O)CC2=CC=C(C=C2)OC)C(=O)OC)C1=O)C1=CC(=CC=C1)C(F)(F)F)CC1=CC=CC2=CC=CC=C12 methyl 7-(benzylamino)-2-(4-methoxybenzyl)-8-(naphthalen-1-ylmethyl)-6-oxo-9-(3-(trifluoromethyl)phenyl)-3,4-dihydro-2H,6H-pyrido[1,2-e][1,2,5]thiadiazine-4-carboxylate 1,1-dioxide